C(C)(C)(C)OC(NCC1=NC=C(C=C1)C1=C(C=CC=C1C#N)Cl)=O ((5-(2-chloro-6-cyanophenyl)pyridin-2-yl)methyl)carbamic acid tert-butyl ester